perfluorooctyl-dimethyl-chlorosilane FC([Si](Cl)(C(F)(F)F)C(C(C(C(C(C(C(C(F)(F)F)(F)F)(F)F)(F)F)(F)F)(F)F)(F)F)(F)F)(F)F